C(CC(O)(C(=O)O)CC(=O)O)(=O)O.C(C)OC[C@]1(CN(CC1)CC1=CC2=C(NC(O2)=O)C=C1)CCC1=CC=CC=C1 |o1:17| (R or S)-6-((3-(ethoxymethyl)-3-phenethylpyrrolidin-1-yl)methyl)benzo[d]oxazol-2(3H)-one citrate